ClC1=C(CN2C(=NC3=C2C=C(C(=C3)F)F)N3C[C@H]([C@@H](CC3)F)N)C=CC(=C1)Cl (3R,4R)-1-(1-(2,4-Dichlorobenzyl)-5,6-difluoro-1H-benzimidazol-2-yl)-4-fluoro-3-piperidinamin